CN1N=C(C=C1)[C@H]1[C@@H](C1)C1=NN=C(S1)N |r| racemic-5-((1R,2R)-2-(1-methyl-1H-pyrazol-3-yl)cyclopropyl)-1,3,4-thiadiazol-2-amine